N'-(4-bromo-2,6-difluorophenyl)-N-isopropylacetamidine BrC1=CC(=C(C(=C1)F)N=C(C)NC(C)C)F